5-((5-((2-Butyl-5-oxo-4-(3-(trifluoromethoxy)phenyl)piperazin-1-yl)methyl)-1H-imidazol-1-yl)methyl)-2-fluorobenzonitrile C(CCC)C1N(CC(N(C1)C1=CC(=CC=C1)OC(F)(F)F)=O)CC1=CN=CN1CC=1C=CC(=C(C#N)C1)F